6-[5-(2-azidoethyl)-2-oxo-1,3-oxazol-3-yl]-4H-pyrido[3,2-b][1,4]oxazin-3-one N(=[N+]=[N-])CCC1=CN(C(O1)=O)C=1C=CC=2OCC(NC2N1)=O